ClC1=NC(=C2C(=N1)N(N=C2)[C@H]2[C@@H]([C@@H]([C@H](O2)COCP(O)(O)=O)O)O)NC2=CC=CC=C2 ((((2R,3S,4R,5R)-5-(6-chloro-4-(phenylamino)-1H-pyrazolo[3,4-d]pyrimidin-1-yl)-3,4-dihydroxytetrahydrofuran-2-yl)methoxy)methyl)phosphonic acid